FC1=CNC2=NC=CN=C21 7-fluoro-5H-pyrrolo[2,3-b]pyrazin